3-(fluoromethyl)azetidine trifluoroacetate FC(C(=O)O)(F)F.FCC1CNC1